4-((3-fluoro-5-nitropyridin-2-yl)oxy)-6,7-dimethoxyquinoline FC=1C(=NC=C(C1)[N+](=O)[O-])OC1=CC=NC2=CC(=C(C=C12)OC)OC